C(C)(C)(C)OC(=O)N1CCC(CC1)C=1C2=C(N=CN1)C=C(C=N2)N2CCN(CC2)C2CC2.C(CC)N(CCC)[Si](C(C=C)=C)(N(CCC)CCC)N(CCC)CCC tris(dipropylamino)(1-methylene-2-propenyl)silane tert-butyl-4-(7-(4-cyclopropylpiperazin-1-yl)pyrido[3,2-d]pyrimidin-4-yl)piperidine-1-carboxylate